O1COC2=C1C=CC(=C2)C2=NC(=NC(=N2)C(Cl)(Cl)Cl)C(Cl)(Cl)Cl 2-(1,3-benzodioxolane-5-yl)-4,6-bis(trichloromethyl)-1,3,5-triazine